(L)-2-aminobutanol N[C@H](CO)CC